N[C@H](C)C1=CC=C2C(=N1)N(C(=C2)C2=NC1=C(N2C)C=C(C(=C1)C(=O)OC)F)CC(C=C)(F)F methyl (R)-2-(6-(1-aminoethyl)-1-(2,2-difluorobut-3-en-1-yl)-1H-pyrrolo[2,3-b]pyridin-2-yl)-6-fluoro-1-methyl-1H-benzo[d]imidazole-5-carboxylate